3,7-Diamino-2,8-dimethyl-5-phenyl-phenazinium chlorid [Cl-].NC=1C(=CC2=NC3=CC(=C(C=C3[N+](=C2C1)C1=CC=CC=C1)N)C)C